(R)-3-((3-(8-Aminopyrido[3,4-d]pyrimidin-2-yl)-4-isobutylphenyl)ethynyl)-3-hydroxy-1-methylpyrrolidin-2-one NC1=NC=CC2=C1N=C(N=C2)C=2C=C(C=CC2CC(C)C)C#C[C@]2(C(N(CC2)C)=O)O